((R)-6-hydroxy-6-methylheptan-2-yl)-4a,6a-dimethyloctadecahydrochrysen-2-ol OC(CCC[C@@H](C)C1C(CCC2(C3CCC4(CCCCC4C3CCC12)C)C)O)(C)C